CC1=CC=C(C(=N1)O[C@H](C)CCCC=O)S(=O)(=O)N[C@@H](C)C(=O)OC Methyl ((6-methyl-2-(((R)-6-oxohexan-2-yl)oxy)pyridin-3-yl)sulfonyl)-L-alaninate